C(C)(C)(C)OC(NC[C@H](NS(=O)(=O)C)C=1C(=C2COC(C2=CC1)=O)C)=O (R)-(2-(4-methyl-1-oxo-1,3-dihydroisobenzofuran-5-yl)-2-(methylsulfonylamino)ethyl)carbamic acid tert-butyl ester